FC=1C=C(C(=O)N(C)C)C=C(C1O)C1=CC2=C(NC=N2)C=C1 3-fluoro-4-hydroxy-N,N-dimethyl-5-(1H-benzimidazol-5-yl)benzamide